N-ethoxy-N-propyl-3H-1-benzazepine-4-carboxamide C(C)ON(C(=O)C=1CC=NC2=C(C1)C=CC=C2)CCC